ClC1=CC(=C(C=N1)COC1=CC=CC(=N1)C1=CC(=C(CC2=NC3=C(N2C[C@H]2OCC2)C=C(C=C3)C(=O)OC)C=C1F)F)OC Methyl (S)-2-(4-(6-((6-chloro-4-methoxypyridin-3-yl)methoxy)pyridin-2-yl)-2,5-difluorobenzyl)-1-(oxetan-2-ylmethyl)-1H-benzo[d]imidazole-6-carboxylate